heptamethyl-3-{(trimethylsilanyl)oxy}trisiloxane C[Si](O[Si](O[Si](C)(C)C)(O[Si](C)(C)C)C)(C)C